4-((2-(2-azidoethoxy)ethyl)sulfonyl)-2-(2,6-dioxopiperidin-3-yl)isoindoline N(=[N+]=[N-])CCOCCS(=O)(=O)C1=C2CN(CC2=CC=C1)C1C(NC(CC1)=O)=O